N'-(4-(2,6-dichlorophenoxy)phenyl)-3-(difluoromethyl)-1-methyl-1H-pyrazole-4-carbohydrazide ClC1=C(OC2=CC=C(C=C2)NNC(=O)C=2C(=NN(C2)C)C(F)F)C(=CC=C1)Cl